C1(CCCCC1)P(C1=C(C=CC=C1)C1=C(C=CC=C1OC)OC)C1CCCCC1 dicyclohexyl-(2',6'-dimethyloxy-biphenyl-2-yl)-phosphine